ethyl (E)-3-(3-bromo-5-hydroxyphenyl)acrylate BrC=1C=C(C=C(C1)O)/C=C/C(=O)OCC